(E)-4-(3-((3,5-difluoro-4-((6S,8R)-8-methyl-2-oxo-7-(2,2,2-trifluoroethyl)-2,3,6,7,8,9-hexahydrooxazolo[5,4-f]isoquinolin-6-yl)phenyl)amino)azetidin-1-yl)-N,N-dimethylbut-2-enamide FC=1C=C(C=C(C1[C@H]1N([C@@H](CC2=C3C(=CC=C12)NC(O3)=O)C)CC(F)(F)F)F)NC3CN(C3)C/C=C/C(=O)N(C)C